cis-glycolaldehyde C(CO)=O